C[Si](CC1CC2OC2CC1)(CC1CC2OC2CC1)C dimethyl-bis[(7-oxabicyclo[4.1.0]hept-3-yl)methyl]silane